5-[4-[[(4-cyclopropyl-2-pyridyl)amino]methyl]-6-fluoro-1H-indazol-7-yl]-1,1-dioxo-1,2,5-thiadiazolidin-3-one C1(CC1)C1=CC(=NC=C1)NCC1=C2C=NNC2=C(C(=C1)F)N1CC(NS1(=O)=O)=O